pentanediol monoisobutyrate C(C(C)C)(=O)OC(CCCC)O